2-(azocan-1-yl)ethyl (S)-6-diazo-2-((R)-2-methoxypropanamido)-5-oxohexanoate [N+](=[N-])=CC(CC[C@@H](C(=O)OCCN1CCCCCCC1)NC([C@@H](C)OC)=O)=O